C(N)(OC1=NC(=CC2=C1N=NN2[C@H]2CO[C@H]([C@@H]2OC(=S)OC2=CC=CC=C2)C(OC)OC)SCCC)=O (1-((3S,4R,5R)-5-(dimethoxymethyl)-4-((phenoxycarbonothioyl) oxy) tetrahydrofuran-3-yl)-6-(propylthio)-1H-[1,2,3]triazolo[4,5-c]pyridin-4-yl) carbamate